N-(2-chloro-4-pyridinyl)-N'-phenylurea ClC1=NC=CC(=C1)NC(=O)NC1=CC=CC=C1